[2-(piperidin-4-yl)phenyl]methanol N1CCC(CC1)C1=C(C=CC=C1)CO